(S)-N-((7-fluoroquinoxalin-6-yl)methyl)-4-(3-methylpiperazin-1-yl)pyridin-3-amine FC1=C(C=C2N=CC=NC2=C1)CNC=1C=NC=CC1N1C[C@@H](NCC1)C